methyl 3-phenyl-2-(piperidin-2-yl)propanoate hydrochloride Cl.C1(=CC=CC=C1)CC(C(=O)OC)C1NCCCC1